FCC(C(C(C(F)(F)F)(F)F)(F)F)(F)F decafluoron-pentane